C1(CC1)C(=O)NC1=CC=C(N=N1)C(=O)NC 6-(cyclopropanecarboxamido)-N-methylpyridazine-3-Formamide